(5-(1H-indole-2-carbonyl)-4,5,6,7-tetrahydroisoxazolo[4,5-c]pyridin-3-yl)(6,6-difluoro-4-azaspiro[2.4]heptan-4-yl)methanone N1C(=CC2=CC=CC=C12)C(=O)N1CC2=C(CC1)ON=C2C(=O)N2C1(CC1)CC(C2)(F)F